(4S)-7,8-dichloro-6-(2,6-difluorophenyl)-4-methyl-2-(oxetan-3-yl)-4H-[1,2,4]triazolo[1,5-a][1,4]benzodiazepine ClC1=C(C=CC2=C1C(=N[C@H](C=1N2N=C(N1)C1COC1)C)C1=C(C=CC=C1F)F)Cl